tert-butyl 3-(4-iodo-1H-pyrazolo[3,4-b]pyridin-3-yl)azetidine-1-carboxylate IC1=C2C(=NC=C1)NN=C2C2CN(C2)C(=O)OC(C)(C)C